2-([1,1':3',1'':4'',1'''-quaterphenyl]-5'-yl-2,3,4,5,6-d5)-4,4,5,5-tetramethyl-1,3,2-dioxaborolane C1(=C(C(=C(C(=C1[2H])[2H])[2H])[2H])[2H])C1=CC(=CC(=C1)B1OC(C(O1)(C)C)(C)C)C1=CC=C(C=C1)C1=CC=CC=C1